3-[[4-[[(2R)-1-Benzyl-4-tert-butoxycarbonyl-piperazin-2-yl]methoxy]-6-(2,6-dimethylphenyl)pyrimidin-2-yl]sulfamoyl]benzoic acid C(C1=CC=CC=C1)N1[C@H](CN(CC1)C(=O)OC(C)(C)C)COC1=NC(=NC(=C1)C1=C(C=CC=C1C)C)NS(=O)(=O)C=1C=C(C(=O)O)C=CC1